C[C@H]1[C@@H](CCC[C@@H]1C=C)O (1R,2R,3R)-2-METHYL-3-VINYLCYCLOHEXANOL